(R)-3-(dimethylamino)-1-(2-hydroxy-5-((2-methylmorpholinyl)methyl)-3-(trifluoromethyl)phenyl)prop-2-en-1-one CN(C=CC(=O)C1=C(C(=CC(=C1)CN1C[C@H](OCC1)C)C(F)(F)F)O)C